1-Methylcyclopropanecarboxylic acid CC1(CC1)C(=O)O